5-(4-fluorophenyl)-N-(4-trifluoromethylphenyl)-1,3,4-thiadiazol-2-amine FC1=CC=C(C=C1)C1=NN=C(S1)NC1=CC=C(C=C1)C(F)(F)F